BrC1=CC=C(C=C1)N1CCC(CC1)COCC1CCN(CC1)C1=CC(=C(C(=O)OC)C=C1)C#N methyl 4-[4-[[1-(4-bromophenyl)-4-piperidyl]methoxymethyl]-1-piperidyl]-2-cyano-benzoate